C(C1=CC=CC=C1)N1[C@@H](CCC1)CNC1=NC(=CC(=N1)C(=O)NC1=CC(=CC2=CC=CC=C12)OC)N1C[C@@H](NCC1)CC#N 2-[[(2S)-1-benzylpyrrolidin-2-yl]methylamino]-6-[(3S)-3-(cyanomethyl)piperazin-1-yl]-N-(3-methoxy-1-naphthyl)pyrimidine-4-carboxamide